C(C=C)(=O)OCCC(=O)O 2-propenoic acid, 2-carboxyethyl ester